OC(CCCCCCCCCCCCCCCC(=O)O)CC=CCC=CCCCCC 17-Hydroxy-octacosa-19,22-dienoic acid